N1=CC=CC2=C(C=CC=C12)SC=1N=CC(=NC1)N1CCC2([C@@H](C=3N(N=CC3)C2)N)CC1 (S)-1-(5-(quinolin-5-ylthio)pyrazin-2-yl)-4'h,6'h-spiro[piperidin-4,5'-pyrrolo[1,2-b]pyrazol]-4'-amine